7-(methylsulfonyl)-2-(4-propylphenyl)benzo[d]imidazo[2,1-b]thiazole CS(=O)(=O)C1=CC2=C(N3C(S2)=NC(=C3)C3=CC=C(C=C3)CCC)C=C1